FC(C1=NC=CC2=C1C=CN2)F 4-(difluoromethyl)-1H-pyrrolo[3,2-c]pyridine